1,4-bis(((5-fluorobenzo[c][1,2]oxaborol-1(3H)-yl)oxy)methyl)benzene FC1=CC2=C(B(OC2)OCC2=CC=C(C=C2)COB2OCC3=C2C=CC(=C3)F)C=C1